N-(p-toluenesulfonyl)-L-alanyl-methanol CC1=CC=C(C=C1)S(=O)(=O)N[C@@H](C)C(=O)CO